2-[3-(2-ethylamino)-1H-indol-2-yl]-acetic acid isopropyl ester C(C)(C)OC(CC=1NC2=CC=CC=C2C1NCC)=O